ClC1=CC2=C(C=N1)C(=C(N2)[C@@H]2[C@H](C2)C2=CC(=CC=C2)Cl)F |r| rac-6-chloro-2-((1S*,2S*)-2-(3-chlorophenyl)cyclopropyl)-3-fluoro-1H-pyrrolo[3,2-c]pyridine